BrC1=CC=C2C(C(=CN(C2=C1)C)C=O)=O 7-bromo-1-methyl-4-oxo-1,4-dihydroquinoline-3-carbaldehyde